1,3-di-n-octylimidazolium methyl-carbonate COC([O-])=O.C(CCCCCCC)N1C=[N+](C=C1)CCCCCCCC